COC(C[C@@]1(CNC2=CC=CC=C2C1)CCCC(=O)OC)=O methyl (R)-4-(3-(2-methoxy-2-oxoethyl)-1,2,3,4-tetrahydroquinolin-3-yl)butanoate